methyl 6-chloro-5-cyanopyridine-3-carboxylate ClC1=C(C=C(C=N1)C(=O)OC)C#N